(1-{[(2-methylpropan-2-yl)oxy]carbonyl}hexahydropyridin-4-yl)acetic acid CC(C)(C)OC(=O)N1CCC(CC1)CC(=O)O